ClC1=NC(=NC=C1C(F)(F)F)NC1=C(C=C(C=C1)S(=O)(=O)C1CC2(C1)CCN(CC2)C(=O)OC(C)(C)C)C tert-butyl 2-[4-[[4-chloro-5-(trifluoromethyl)pyrimidin-2-yl]amino]-3-methyl-phenyl]sulfonyl-7-azaspiro[3.5]nonane-7-carboxylate